COC(=O)C=1C(OC2=CC=C(C(=C2C1CC1=CC=C(C=C1)C)C=1SC(=C(N1)C)C)Br)=O (4,5-dimethylthiazol-2-yl)(p-tolyl)methyl-6-bromo-2-oxo-2H-chromene-3-carboxylic acid methyl ester